NC=1C(=NC(=CC1)C=1C=C2C(=NC1)NC=C2CC)P(C)(C)=O (3-amino-6-(3-ethyl-1H-pyrrolo[2,3-b]pyridin-5-yl)pyridin-2-yl)dimethylphosphin oxide